(2S)-1-[3-(1-tetrahydropyran-2-ylindazol-5-yl)oxypropoxy]propan-2-ol O1C(CCCC1)N1N=CC2=CC(=CC=C12)OCCCOC[C@H](C)O